dimethyloxyphosphine COPOC